2-METHYL-CYCLOBUTANECARBOXYLIC ACID CC1C(CC1)C(=O)O